icosyl-ruthenium C(CCCCCCCCCCCCCCCCCCC)[Ru]